OC(CC(=O)[O-])C 3-Hydroxy-butanoat